1-(4-(adamantan-1-yl)butyl)-3-(2-((2-(2,6-dioxopiperidin-3-yl)-1-oxoisoindolin-4-yl)thio)ethyl)urea C12(CC3CC(CC(C1)C3)C2)CCCCNC(=O)NCCSC2=C3CN(C(C3=CC=C2)=O)C2C(NC(CC2)=O)=O